ClC1=NC2=CC=C(C=C2C(=N1)C(COC1OCCCC1)(C1=CC=C(C=C1)F)OC1CC1)C=1C2=C(C(N(C1)C)=O)N(C=C2)S(=O)(=O)C2=CC=C(C)C=C2 4-(2-chloro-4-(1-cyclopropoxy-1-(4-fluorophenyl)-2-((tetrahydro-2H-pyran-2-yl)oxy)ethyl)quinazolin-6-yl)-6-methyl-1-tosyl-1,6-dihydro-7H-pyrrolo[2,3-c]pyridin-7-one